C(C1=CC=CC=C1)OCCCC=C 1-benzyloxy-4-pentene